COC(C1=CC(=C(C=C1)N)NC[C@H]1OCC1)=O 4-Amino-3-[[(2S)-oxetan-2-ylmethyl]amino]benzoic acid methyl ester